BrC1=C(C=C2C(=N1)C=NN2)Cl 5-bromo-6-chloro-1H-pyrazolo[4,3-b]pyridine